3-amino-N-(1-(5-fluoropyrimidin-2-yl)piperidin-4-yl)-2-oxo-1-(4-phenyl-3,4-dihydro-2H-benzo[b][1,4]oxazin-6-yl)-1,2-dihydrothieno[2,3-b]pyrazine-6-carboxamide NC=1C(N(C2=C(N1)SC(=C2)C(=O)NC2CCN(CC2)C2=NC=C(C=N2)F)C2=CC1=C(OCCN1C1=CC=CC=C1)C=C2)=O